(E)-neopentyl-succinamide C(C(C)(C)C)C(C(=O)N)CC(=O)N